2-(3-((1H-imidazol-1-yl)oxy)azetidin-1-yl)-1-methyl-1H-imidazole N1(C=NC=C1)OC1CN(C1)C=1N(C=CN1)C